1-(2,4-Dichlorophenyl)-5-methyl-1H-1,2,3-triazole-4-carboxylic acid ClC1=C(C=CC(=C1)Cl)N1N=NC(=C1C)C(=O)O